methyl ((S)-2-(benzyloxy)icosyl) (2-chlorophenyl) phosphate P(=O)(OC)(OC[C@H](CCCCCCCCCCCCCCCCCC)OCC1=CC=CC=C1)OC1=C(C=CC=C1)Cl